OCC1CCN(CC1)C1CCN(CC1)C(=O)OC(C)(C)C tert-butyl 4-(hydroxyl methyl)-[1,4'-bipiperidine]-1'-carboxylate